(S)-1-(2-(benzyloxy)ethyl)-4-methyl-5-(2-(trifluoromethyl)phenyl)-1H-pyrrole-3-carboxylic acid methyl ester COC(=O)C1=CN(C(=C1C)C1=C(C=CC=C1)C(F)(F)F)CCOCC1=CC=CC=C1